COC=1C=C(C=C(C1OC)OC)CC(=O)O 3,4,5-trimethoxyphenyl-acetic acid